BrC1(CC=C(C2=CC(=C(N)C=C2)C)C=C1)N 4'-bromo-3-methylbenzidine